F[C@@H]1[C@@H](S[C@@H]([C@H]1O)CO)N1C(=O)N=C(N)C=C1 1-((2R,3S,4S,5R)-3-fluoro-4-hydroxy-5-(hydroxymethyl)-tetrahydrothiophen-2-yl)cytosine